tert-butyl ((1r,3r)-3-(4-fluoro-3-isopropylphenoxy)cyclobutyl)carbamate FC1=C(C=C(OC2CC(C2)NC(OC(C)(C)C)=O)C=C1)C(C)C